tert-Butyl 5-(5-Bromo-3-nitropyridin-2-yl)hexahydropyrrolo[3,4-c]pyrrole-2(1H)-carboxylate BrC=1C=C(C(=NC1)N1CC2C(C1)CN(C2)C(=O)OC(C)(C)C)[N+](=O)[O-]